ClC=1C(=NC(=NC1)N1[C@H](CN(CC1)C(=O)OC(C)(C)C)C)SC tert-butyl (S)-4-(5-chloro-4-(methylthio)pyrimidin-2-yl)-3-methylpiperazine-1-carboxylate